(R)-2-(3-((1-methyl-1H-imidazol-2-yl)(oxetan-3-yl)methyl)phenyl)-6-(((1-methylcyclobutyl)amino)methyl)-4-(trifluoromethyl)isoindolin-1-one CN1C(=NC=C1)[C@@H](C=1C=C(C=CC1)N1C(C2=CC(=CC(=C2C1)C(F)(F)F)CNC1(CCC1)C)=O)C1COC1